C1(=CC=C(C=C1)C[C@H](C[C@H](C(=O)O)C)NC(=O)OC(C)(C)C)C1=CC=CC=C1 (2R,4S)-5-Biphenyl-4-yl-4-tert-butoxycarbonylamino-2-methylpentanoic acid